6-(4-((2-(1-Fluorocyclohexyl)thiazol-4-yl)methoxy)-6-methoxybenzofuran-2-yl)-2-methoxyimidazo[2,1-b][1,3,4]thiadiazole FC1(CCCCC1)C=1SC=C(N1)COC1=CC(=CC2=C1C=C(O2)C=2N=C1SC(=NN1C2)OC)OC